(1S,3S,5R)-5-((2-ethoxy-2-oxoethoxy)methyl)-2-((4-phenoxybutanoyl)glycyl)-2-azabicyclo[3.1.0]hexane-3-carboxylic acid C(C)OC(COC[C@@]12C[C@H](N([C@H]2C1)C(CNC(CCCOC1=CC=CC=C1)=O)=O)C(=O)O)=O